N'-formyl-4-(3-(1H-indol-3-yl)pyrrolidin-1-yl)butyric acid hydrazide C(=O)NNC(CCCN1CC(CC1)C1=CNC2=CC=CC=C12)=O